CC([C@H](C1=NC=CC=C1)NC(=O)C=1C=2C[C@@H]3[C@H](C2N(N1)C1=NC=C(C=C1)F)C3)(C)C (1aR,5aR)-2-(5-Fluoro-pyridin-2-yl)-1a,2,5,5a-tetrahydro-1H-2,3-diaza-cyclopropa[a]pentalene-4-carboxylic acid ((R)-2,2-dimethyl-1-pyridin-2-yl-propyl)-amide